3-(4-Aminophenyl)-1-methyl-1H-pyrazole-4-carboxylic acid NC1=CC=C(C=C1)C1=NN(C=C1C(=O)O)C